C(#N)C1=CC(=C(C=C1)NS(=O)(=O)C1=CNC(=C1)C1=CC(=C(C=C1)F)OC)F N-(4-cyano-2-fluoro-phenyl)-5-(4-fluoro-3-methoxy-phenyl)-1H-pyrrole-3-sulfonamide